COCCN(C=1C=NC(=NC1)C=O)C 5-[2-methoxyethyl(methyl)amino]pyrimidine-2-carbaldehyde